3-[6-(2-hydroxypropan-2-yl)-1,3-dioxo-2H-1lambda6,2-benzothiazol-1-ylidene]urea OC(C)(C)C1=CC2=C(C(NS2(=O)=NC(N)=O)=O)C=C1